C1(CCCCC1)N1C=C(C2=C1N=CN=C2N2[C@H](CN(CC2)C(=O)OC(C)(C)C)C)C2CC2 tert-Butyl (S)-4-(7-cyclohexyl-5-cyclopropyl-7H-pyrrolo[2,3-d]pyrimidin-4-yl)-3-methylpiperazine-1-carboxylate